tert-butyl ((3R,4R)-4-hydroxypiperidin-3-yl)carbamate O[C@H]1[C@@H](CNCC1)NC(OC(C)(C)C)=O